lithium-silicon dioxide [Si](=O)=O.[Li]